Cl.NC(C(=O)O)(C)N diaminopropanoic acid hydrochloride